BrC1=NN=C(S1)C1CCN(CC1)C=1N=C(C2=C(N1)CC[S@]2=O)NC2(CCC2)CO (R)-2-(4-(5-bromo-1,3,4-thiadiazol-2-yl)piperidin-1-yl)-4-((1-(hydroxymethyl)cyclobutyl)amino)-6,7-dihydrothieno[3,2-d]pyrimidine 5-oxide